F[C@@]1(O[C@H]([C@@H]([C@@H]1O)O)N1C=CC2=C1N=CN=C2F)CO (2S,3S,4R,5R)-2-fluoro-5-(4-fluoro-7H-pyrrolo[2,3-d]pyrimidin-7-yl)-2-(hydroxymethyl)tetrahydrofuran-3,4-diol